1-diethylamino-3-methylenehepta-4,6-diene C(C)N(CCC(C=CC=C)=C)CC